CC(CCCO)CC(CCCCCCCCCCCC)C 4,6-dimethyl-octadecanol